3-fluoropiperidine-1-carboxylic acid tert-butyl ester C(C)(C)(C)OC(=O)N1CC(CCC1)F